ON1C(C(=CC=C1)C(=O)[O-])=S 1-hydroxy-1H-pyridine-2-thionate